C(C1(C)C(C)(C)C(C(=O)[O-])CC1)(=O)[O-].[Ba+2] barium camphorate